tert-butyl (5R)-8-cyano-8-fluoro-5-methyl-7,8-dihydro-1,6-naphthyridine-6(5H)-carboxylate C(#N)C1(CN([C@@H](C=2C=CC=NC12)C)C(=O)OC(C)(C)C)F